NC1=C2N=CN(C2=NC(=N1)F)[C@H]1C[C@@H]([C@@](O1)(C#C)CO[P@](=O)(OC1=CC=CC=C1)N[C@@H](CC1=CC=CC=C1)C(=O)OCCCCCCCCCCCCCCCCCCC)O Nonadecyl {{S}-(((2R,3S-5R)-5-(6-amino-2-fluoro-9H-purin-9-yl)-2-ethynyl-3-hydroxytetrahydrofuran-2-yl)methoxy)(phenoxy)phosphoryl}-L-phenylalaninate